tert-butyl (±)-(2-(methylamino)-2-oxo-1-(3-(trifluoromethyl)phenyl)ethyl)carbamate CNC([C@@H](C1=CC(=CC=C1)C(F)(F)F)NC(OC(C)(C)C)=O)=O |r|